N-(1-(2,4-difluorophenyl)ethyl)acetamid FC1=C(C=CC(=C1)F)C(C)NC(C)=O